OC(C)(C)C=1C=C(SC1)[S@](=O)(N)=NC(NC1=C2C(=NC(=C1C)C(C)C)CCC2)=O (S)-4-(2-Hydroxypropan-2-yl)-N'-((2-isopropyl-3-methyl-6,7-dihydro-5H-cyclopenta[b]pyridin-4-yl)carbamoyl)thiophene-2-sulfonimidamide